4-(2-(tert-butyl)-5-(2,3-dihydrobenzo[b][1,4]dioxin-6-yl)-1H-imidazol-4-yl)-2-methylpyridine C(C)(C)(C)C=1NC(=C(N1)C1=CC(=NC=C1)C)C1=CC2=C(OCCO2)C=C1